FC1=C(C(=CC(=C1)F)N1CCOCC1)NC(C)=O N-(2,4-difluoro-6-morpholin-4-yl-phenyl)-acetamide